tert-butyl 6-[3-methyl-2-oxo-1-(2-trimethylsilylethoxymethyl)benzimidazol-5-yl]-7-oxa-3-azabicyclo[4.1.0]heptane-3-carboxylate CN1C(N(C2=C1C=C(C=C2)C21CCN(CC1O2)C(=O)OC(C)(C)C)COCC[Si](C)(C)C)=O